CCCCCCCCCCO Decan-10-ol